4-(3-(1,2,4-oxadiazol-3-yl)-5-(trifluoromethyl)pyridin-2-yl)piperazine-1-carboxylic acid tert-butyl ester C(C)(C)(C)OC(=O)N1CCN(CC1)C1=NC=C(C=C1C1=NOC=N1)C(F)(F)F